NC1=CC(=C(C=C1)N1CCC(CC1)(O)CC(=O)N1CCN(CC1)C(=O)OC(C)(C)C)C(F)(F)F tert-butyl 4-[2-[1-[4-amino-2-(trifluoromethyl)phenyl]-4-hydroxy-4-piperidyl]acetyl]piperazine-1-carboxylate